NC1=C(C#N)C=C(C=C1C(F)(F)F)Br 2-amino-5-bromo-3-(trifluoromethyl)benzonitrile